4-(2-(4-(9-Benzyl-6-chloro-9H-purin-8-yl)-3-chlorophenoxy)ethyl)piperazin-1-ium chloride [Cl-].C(C1=CC=CC=C1)N1C2=NC=NC(=C2N=C1C1=C(C=C(OCCN2CC[NH2+]CC2)C=C1)Cl)Cl